TRANS-2-({4-methyl-2-azabicyclo[3.1.1]heptan-3-yl}methyl)-2,3-dihydro-1H-isoindole-1,3-dione CC1C(NC2CC1C2)CN2C(C1=CC=CC=C1C2=O)=O